Cl.N=1C=NN2C1C=C(C=C2)OC2=C(C=C(C=C2)NC=2C1=C(N=CN2)C=CC(=N1)OC1CCNCC1)C N-(4-([1,2,4]triazolo[1,5-a]pyridin-7-yloxy)-3-methylphenyl)-6-(piperidin-4-yloxy)pyrido[3,2-d]pyrimidin-4-amine hydrochloride